C1(CC1)COC=1C=CC2=C(C(=C(O2)C)C(=O)N[C@@H](C(=O)N)CO)C1 (2R)-2-{[5-(cyclopropylmethoxy)-2-methyl-1-benzofuran-3-yl]formamido}-3-hydroxypropanamide